2-(1H-imidazol-1-yl)-5-(6-((E)-((1R,5S)-1-methyl-9-azabicyclo[3.3.1]nonan-3-ylidene)methyl)-1,2,4-triazin-3-yl)pyridin-4-ol N1(C=NC=C1)C1=NC=C(C(=C1)O)C=1N=NC(=CN1)/C=C\1/C[C@]2(CCC[C@@H](C1)N2)C